N-(trans-4-(4-Amino-3-(1H-pyrrolo[2,3-b]pyridin-2-yl)-1H-pyrazolo[3,4-d]pyrimidin-1-yl)cyclohexyl)cyclopropanecarboxamide NC1=C2C(=NC=N1)N(N=C2C2=CC=1C(=NC=CC1)N2)[C@@H]2CC[C@H](CC2)NC(=O)C2CC2